C1NCC=2C(NC=CC21)=O 1,2,3,5-tetrahydro-4H-pyrrolo[3,4-c]pyridin-4-one